ClC=1C=C(C=CC1)C1=CN=C2N1N=CC=C2 3-(3-chlorophenyl)imidazo[1,2-b]pyridazin